[2-[2,2-bis[(2-chlorocarbonylbenzoyl)oxymethyl]butoxymethyl]-2-[(2-chlorocarbonylbenzoyl)oxymethyl]butyl] 2-chlorocarbonylbenzoate ClC(=O)C1=C(C(=O)OCC(CC)(COC(C2=C(C=CC=C2)C(=O)Cl)=O)COCC(CC)(COC(C2=C(C=CC=C2)C(=O)Cl)=O)COC(C2=C(C=CC=C2)C(=O)Cl)=O)C=CC=C1